4-(trimethylsilyl)cyclohexanone C[Si](C1CCC(CC1)=O)(C)C